NC=1C=C(C(=O)OCCCCCCCCCCCCCCCCCCCC)C=C(C1)N eicosyl 3,5-diaminobenzoate